(E)-4-methyl-5-(3-(thiophen-3-yl)acryloyl)thieno[2,3-b]pyridin-6(7H)-one CC=1C2=C(NC(C1C(\C=C\C1=CSC=C1)=O)=O)SC=C2